FC1(CC(C1)OC=1C=C(C=CC1C=1OC=CN1)NC(C1=C(C=C(C=C1)NS(=O)(=O)CC)N1CCC2(CC2)CC1)=O)F N-(3-(3,3-difluorocyclobutyloxy)-4-(oxazol-2-yl)phenyl)-4-(ethylsulfonamido)-2-(6-azaspiro[2.5]octan-6-yl)benzamide